N(N)C1=NC=NC(=N1)NN 4,6-dihydrazino-1,3,5-triazine